C(=C)C1=CC=C(C=C1)CSC1=CC=CC2=CC(=CC=C12)SCC1=CC=C(C=C1)C=C 1,6-bis{[(4-ethenylphenyl)methyl]thio}naphthalene